C(C)OC(=O)C1=C(C=CCC1(C)C)C.C1(=CC=CC=C1)[Si](C1=CC=C(C=C1)[Si](C1=CC=CC=C1)(C1=CC=CC=C1)C1=CC=CC=C1)(C1=CC=CC=C1)C1=CC=CC=C1 1,4-Bis(triphenylsilyl)benzene ethyl-2,6,6-trimethylcyclohexa-1,3-diene-1-carboxylate